methyl 4-amino-1-(4-(methoxymethyl)phenyl)-2-oxo-7-(trifluoromethyl)-1,2-dihydroquinoline-3-carboxylate NC1=C(C(N(C2=CC(=CC=C12)C(F)(F)F)C1=CC=C(C=C1)COC)=O)C(=O)OC